5-((7-Methoxyisoquinolin-1-yl)amino)picolinic acid ethyl ester C(C)OC(C1=NC=C(C=C1)NC1=NC=CC2=CC=C(C=C12)OC)=O